[1,3-bis(2,4,6-trimethylphenyl)imidazoline-2-ylidene]-dichloro-[(2-propan-2-yloxyphenyl)methylene]ruthenium CC1=C(C(=CC(=C1)C)C)N1C(N(CC1)C1=C(C=C(C=C1C)C)C)=[Ru](=CC1=C(C=CC=C1)OC(C)C)(Cl)Cl